FC(C1=NC(=NC=C1)N1N=CC(=C1)S(=O)(=O)Cl)(F)F 1-(4-trifluoromethyl-2-pyrimidinyl)-1H-pyrazole-4-sulfonyl chloride